CN(CCCCCCCCO)C 8-(dimethylamino)-1-octanol